F\C(\C(=O)NC=1C(=NC=C(C1C)F)C(F)(F)F)=C/C1=CC=C2C=NN(C2=C1F)C1OCCCC1 (Z)-2-Fluoro-3-(7-fluoro-1-(tetrahydro-2H-pyran-2-yl)-1H-indazol-6-yl)-N-(5-fluoro-4-methyl-2-(trifluoromethyl)pyridin-3-yl)acrylamide